N,N-dimethyl-N-octadecyl-3-aminopropyl-ammonium chloride [Cl-].C[N+](CCCCCCCCCCCCCCCCCC)(C)CCCN